(S)-4-((((9H-fluoren-9-yl)methoxy)carbonyl)amino)-5-methoxy-5-oxopentanoic acid C1=CC=CC=2C3=CC=CC=C3C(C12)COC(=O)N[C@@H](CCC(=O)O)C(=O)OC